NC=1C(=NC=CN1)N(C(OC(C)(C)C)=O)C tert-Butyl (3-aminopyrazin-2-yl)(methyl)carbamate